C(C)(C)(C)OC(=O)N1CC=2N=C(N=C(C2CC1)N1C(CN(C(C1)C)C(=O)OCC1=CC=CC=C1)CC(=O)OC)Cl 4-(4-((benzyloxy)carbonyl)-2-(2-methoxy-2-oxoethyl)-5-methylpiperazin-1-yl)-2-chloro-5,8-dihydropyrido[3,4-d]pyrimidine-7(6H)-carboxylic acid tert-butyl ester